tert-butyl (2S)-2-tert-butylpiperazine-1-carboxylate C(C)(C)(C)[C@@H]1N(CCNC1)C(=O)OC(C)(C)C